deaminohistidine C(CC1=CNC=N1)C(=O)O